3-{[(4-cyanophenyl)carbamoyl]amino}-3-(3-methoxyphenyl)propanoic acid C(#N)C1=CC=C(C=C1)NC(=O)NC(CC(=O)O)C1=CC(=CC=C1)OC